2-(2-naphthylpentyl)-1H-benzimidazole C1=C(C=CC2=CC=CC=C12)CCCCCC1=NC2=C(N1)C=CC=C2